(S)-2-(2-(7-(3-(aminomethyl)-2-fluorophenyl)benzofuran-5-yl-2,3-d2)-4-methyl-3,4-dihydro-2H-benzo[b][1,4]oxazin-8-yl)acetic acid ethyl ester C(C)OC(CC1=CC=CC2=C1O[C@H](CN2C)C=2C=C(C1=C(C(=C(O1)[2H])[2H])C2)C2=C(C(=CC=C2)CN)F)=O